C1(=CC=CC=C1)C1=CC=C(C(=O)O[C@@H]2C[C@H]3[C@H](CC4=CC=CC(=C4C3)OC)[C@H]2\C=C\[C@H](CCCCC)O)C=C1 [(1R,2R,3aS,9aS)-1-[(E,3S)-3-hydroxyoct-1-enyl]-5-methoxy-2,3,3a,4,9,9a-hexahydro-1H-cyclopenta[b]naphth-2-yl] 4-phenylbenzoate